C(C1=CC=CC=C1)N1CCN(CCCN(CCC1)CC=1C(=C(C=C(C1)C)NC(C(CO)O)=O)O)CC=1C(=C(C=C(C1)C)NC(C(CO)O)=O)O N,N'-{(4-benzyl-1,4,8-triazacycloundecane-1,8-diyl)bis[methylene(2-hydroxy-5-methyl-3,1-phenylene)]}bis(2,3-dihydroxypropanamide)